[N+](=O)([O-])C1=CC=C(C=C1)N1C(N(C(C12CCCC2)=O)C2=CC(=C(C#N)C=C2)C(F)(F)F)=S 4-[1-(4-nitrophenyl)-4-oxo-2-thioxo-1,3-diazaspiro[4.4]non-3-yl]-2-trifluoromethyl-benzonitrile